COC(CNC(C)CC1=CC=CC(=C1)OC)C 2,5-dimethoxypropylamphetamine